N-{3-fluorobicyclo[1.1.1]pentan-1-yl}-7-methoxy-N-methyl-1H-pyrrolo[2,3-c]pyridine-2-carboxamide FC12CC(C1)(C2)N(C(=O)C2=CC=1C(=C(N=CC1)OC)N2)C